C1(C=CC(N1CCOCCOCCOCCN1C(C=CC1=O)=O)=O)=O 1,11-bis(maleimido)-3,6,9-trioxaundecane